5-(6,6-Dimethylhept-4-yn-2-yl)-2-methylbenzene-1,3-diol CC(C#CCC(C)C=1C=C(C(=C(C1)O)C)O)(C)C